2-(3-{[(3R,4S)-3-fluoropiperidin-4-yl]amino}-1,2,4-triazin-6-yl)-5-(1H-pyrazol-4-yl)phenol F[C@@H]1CNCC[C@@H]1NC=1N=NC(=CN1)C1=C(C=C(C=C1)C=1C=NNC1)O